C(C)(C)C1=C(C=CC=C1)N1CCC(CC1)N1C(N(C=2C(C1)=CN(N2)C)CC2=C(C=CC=C2)C(F)(F)F)=O 5-[1-(2-isopropyl-phenyl)-piperidin-4-yl]-2-methyl-7-(2-trifluoromethyl-benzyl)-2,4,5,7-tetrahydro-pyrazolo[3,4-d]pyrimidin-6-one